FC1=CC=C(C=C1)N1C(=C(C2=C(C=CC=C12)O)C1=CC=C(C(=O)O)C=C1)C1CN(CCC1)C(COC)=O 4-[1-(4-fluorophenyl)-4-hydroxy-2-[1-(2-methoxyacetyl)-3-piperidinyl]indol-3-yl]benzoic acid